(R)-(1-(3-bromo-2-methylphenyl)ethyl)tert-butyl carbamate C(N)(OC(C[C@@H](C)C1=C(C(=CC=C1)Br)C)(C)C)=O